methyl 3-((4-hydroxy-4-methyltetrahydrofuran-3-yl)amino)-4-nitrobenzoate OC1(C(COC1)NC=1C=C(C(=O)OC)C=CC1[N+](=O)[O-])C